CC1=C(CCCCC(=O)O)C=C(C=C1)[C@@H]1O[C@@H]([C@H]([C@@H]([C@H]1O)O)O)SC 4-(2-Methyl-5-((2S,3R,4R,5S,6R)-3,4,5-trihydroxy-6-(methylthio)tetrahydro-2H-pyran-2-yl)benzyl)butanoic acid